C(CCCC)C(CCCOC(CCCCCCCN(CCCCCCCC(=O)OCCCC(CCCCC)CCCCC)CCCN)=O)CCCCC bis(4-pentylnonyl)-8,8'-((3-aminopropyl)azanediyl)dioctanoate